C(C)OC(C(NC(=O)C(=O)OCC)C1=CC=CC=C1)=O N-ethoxalyl-α-phenylglycine ethyl ester